C(C[C@@H]([C@H](C(=O)O)O)C(=O)O)CC(=O)O The molecule is a tricarboxylic acid that is pimelic acid carrying an additional carboxy substituent at position 3 as well as a hydroxy substituent at position 2 (the 2R,3S-diastereomer). It is a tricarboxylic acid and a secondary alcohol. It is a conjugate acid of a (-)-threo-isodihomocitrate(3-).